aluminum bis(2-methyl-8-hydroxyquinoline) CC1=NC2=C(C=CC=C2C=C1)O.CC1=NC2=C(C=CC=C2C=C1)O.[Al]